N-((5-(3,3-difluorocyclobutyl)pyridin-2-yl)methylene)-2-methylpropan-2-sulfinamide FC1(CC(C1)C=1C=CC(=NC1)C=NS(=O)C(C)(C)C)F